CCCCCCCCCCC=CCCCCCCCCCC docos-11-ene